C(#N)C1=C(C=CC=2N1N=C(N2)N[C@H]2CN(CC2)C(=O)C2=CC=C(C=C2)NC(C=C)=O)C=2C=NNC2 (R)-N-(4-(3-((5-Cyano-6-(1H-pyrazol-4-yl)-[1,2,4]triazolo[1,5-a]pyridin-2-yl)amino)pyrrolidine-1-carbonyl)phenyl)acrylamide